N-[2-[(2-carboxyethyl)amino]ethyl]-N-(carboxymethyl)beta-alanine C(=O)(O)CCNCCN(CCC(=O)O)CC(=O)O